1-thiomorpholinamido-(2E,4E,6E,8E,10E,12E,14E,16Z,18E)-4,8,13,17-tetramethylicosa-2,4,6,8,10,12,14,16,18-nonaenedioate N1(CCSCC1)C(=O)N\C(\C(=O)[O-])=C\C(=C\C=C\C(=C\C=C\C=C(\C=C\C=C(/C=C/C(=O)[O-])\C)/C)\C)\C